C(C)(=O)C1=NN(C2=CC=C(C=C12)C=1C=NC(=NC1)C)CC(=O)N1[C@@H](C[C@@](C1)(CO)F)C(=O)NC1=NC(=CC=C1)Br (2S,4R)-1-(2-(3-Acetyl-5-(2-methylpyrimidin-5-yl)-1H-indazol-yl)acetyl)-N-(6-bromopyridin-2-yl)-4-fluoro-4-(hydroxymethyl)pyrrolidine-2-carboxamide